[1,1'-biphenyl]-4,4'-dinitrile C1(=CC=C(C=C1)C#N)C1=CC=C(C=C1)C#N